N[C@H]1CN(C[C@@H](C1)F)C(=O)C1=CC2=C(N(C(=N2)C2=CC=3C(=NC(=CC3)C=3C=C4C=CC(=NC4=CC3)O)N2CC2CC2)C)C(=C1)OC 6-(2-{5-[(3R,5R)-3-amino-5-fluoropiperidine-1-carbonyl]-7-methoxy-1-methyl-1H-1,3-benzodiazol-2-yl}-1-(cyclopropylmethyl)-1H-pyrrolo[2,3-b]pyridin-6-yl)quinolin-2-ol